[Br-].CC=1C(=CC2=C(N=C3C(NC(N=C3N2CCOCC[N+](CC)(CC)CC)=O)=O)C1)C 2-(7,8-Dimethyl-2,4-dioxo-3,4-dihydro-2H-benzo[g]pteridin-10-yl-ethoxy)-ethyl-triethyl-ammonium bromid